P(O)(=O)(OP(=O)(O)O)OC[C@@H]1[C@H]([C@H]([C@@H](O1)N1C(=O)NC(=O)C=C1N)O)O 6-amino-uridine diphosphate